2-(6-Chloro-benzothiazol-2-ylamino)-1-methyl-1H-benzoimidazole-5-carboxylic acid (2-amino-ethyl)-amide hydrochloride Cl.NCCNC(=O)C1=CC2=C(N(C(=N2)NC=2SC3=C(N2)C=CC(=C3)Cl)C)C=C1